O1CCC(CC1)OC=1C=CC(=NC1)N 5-(tetrahydro-2H-pyran-4-yloxy)pyridin-2-amine